6-(4-fluorophenyl)-5-(4-methyl-1H-indazol-5-yl)isoindolin-1-one FC1=CC=C(C=C1)C1=C(C=C2CNC(C2=C1)=O)C=1C(=C2C=NNC2=CC1)C